C(C1=CC=CC=C1)O[C@@H]1[C@H]([C@H]2OC(OC[C@H]2OC12CCCC2)(C)C)N2N=NC(=C2)C2=CC(=C(C(=C2)F)F)F 1-((4a'R,7'R,8'S,8a'R)-7'-(benzyloxy)-2',2'-dimethyltetrahydro-4'H-spiro[cyclopentane-1,6'-pyrano[3,2-d][1,3]dioxin]-8'-yl)-4-(3,4,5-trifluorophenyl)-1H-1,2,3-triazole